(1s,2r,3s,6r,7s)-4-(tert-butoxycarbonyl)-9,9-difluoro-4-azatricyclo[5.2.1.0{2,6}]decane-3-carboxylic acid C(C)(C)(C)OC(=O)N1[C@@H]([C@H]2[C@H]3C(C[C@@H]([C@H]2C1)C3)(F)F)C(=O)O